N,N-dimethyl-N-propyl-N-butylammonium C[N+](CCCC)(CCC)C